OCC(NC(C=C)=O)(CO)CO tris(hydroxymethyl)-acrylamidomethane